(7S)-2,4-dichloro-6-ethyl-spiro[5,8-dihydropyrido[4,3-d]pyrimidine-7,1'-tetrahydronaphthalene] ClC=1N=C(C2=C(N1)C[C@]1(CCCC3=CC=CC=C13)N(C2)CC)Cl